(4'S,7'S,9a'S)-7'-(((S)-chroman-4-yl)carbamoyl)-5'-oxo-2',3',4',5',9',9a'-hexahydro-7'H-spiro[cyclopentane-1,8'-pyrrolo[2,1-b][1,3]oxazepin] O1CC[C@@H](C2=CC=CC=C12)NC(=O)[C@@H]1C2(C[C@@H]3OCCCC(N31)=O)CCCC2